C(C)(C)(C)C1CCC(CC1)CC(C(=O)O)CC(=O)O 2-(4-tert-butylcyclohexylmethyl)succinic acid